Cadmium iodid [I-].[Cd+2].[I-]